6-bromo-4-chloro-1-toluenesulfonyl-1H-pyrrolo[2,3-b]pyridine BrC1=CC(=C2C(=N1)N(C=C2)S(=O)(=O)CC2=CC=CC=C2)Cl